3-benzylidene-5-nitroindoline-2-one C(C1=CC=CC=C1)=C1C(NC2=CC=C(C=C12)[N+](=O)[O-])=O